C(CC(=O)C)(=O)OC(C)C.C(CC(=O)C)(=O)OC(C)C diisopropyl bis(acetoacetate)